C(CCCCCCCCC)(=O)[O-].C(C)[NH3+] Ethylammonium decanoate